5-fluoro-N-(2-methylphenyl)-4-(3-oxo[1,2,4]triazolo[4,3-a]pyridin-2(3H)-yl)-2-[(2S)-pent-2-yloxy]benzamide FC=1C(=CC(=C(C(=O)NC2=C(C=CC=C2)C)C1)O[C@@H](C)CCC)N1N=C2N(C=CC=C2)C1=O